C(C(C([2H])([2H])[2H])(CCC[C@@H](C)[C@H]1CC[C@H]2[C@@H]3C[C@H]([C@]4(C[C@H](CC[C@]4(C)[C@H]3CC[C@]12C)O)O)O)[2H])([2H])([2H])[2H] cholestane-3β,5a,6β-triol-d7